6-(3,4-dichloro-phenyl)-pyrimidine-4-carboxylic acid ClC=1C=C(C=CC1Cl)C1=CC(=NC=N1)C(=O)O